2-(1H-imidazol-1-yl)-N-(pyridin-4-yl)-6-(trifluoromethyl)pyrimidine-4-carboxamide N1(C=NC=C1)C1=NC(=CC(=N1)C(=O)NC1=CC=NC=C1)C(F)(F)F